C(C1=CC=CC=C1)C=1N(C=2C(=C3CC[C@@H](N(C3=CC2)C(=O)OC)C)N1)[C@H]1C[C@@H](CCC1)CN1CCN(CC1)C(=O)OC(C)(C)C methyl (7S)-2-benzyl-3-[(1R,3R)-3-[(4-tert-butoxycarbonylpiperazin-1-yl)methyl]cyclohexyl]-7-methyl-8,9-dihydro-7H-imidazo[4,5-f]quinoline-6-carboxylate